C(C)(C)(C)OC(COC1=CC(=C(C=C1)C1=CC=C(C=C1)C1=N[C@H](C=2N(C3=C1C(=C(S3)C)C)C(=NN2)C)CC(=O)OC)OC(F)(F)F)=O methyl {(6S)-4-[4'-(2-t-butoxy-2-oxoethoxy)-2'-(trifluoromethoxy)[1,1'-biphenyl]-4-yl]-2,3,9-trimethyl-6H-thieno[3,2-f][1,2,4]triazolo[4,3-a][1,4]diazepin-6-yl}acetate